(prop-1-en-2-yl)-3-(pyrimidin-5-yl)-1',2',3',4'-tetrahydro-[1,1'-biphenyl]-2,6-diol C=C(C)C=1C(=C(C(=C(C1)O)C1CCCC=C1)O)C=1C=NC=NC1